t-butoxycarbonyl-L-tryptophan C(C)(C)(C)OC(=O)N[C@@H](CC1=CNC2=CC=CC=C12)C(=O)O